NC=1C2=C(N=CN1)N(C(=C2C2=CC=C(C=C2)CN2N=CC=C2C)C2=CC=C(C=C2)NC(C(=C)C)=O)C N-(4-(4-amino-7-methyl-5-(4-((5-methyl-1H-pyrazol-1-yl)methyl)phenyl)-7H-pyrrolo[2,3-d]pyrimidin-6-yl)phenyl)methacrylamide